methyl 2-(trifluoromethylsulfonamido)acetate FC(S(=O)(=O)NCC(=O)OC)(F)F